COC(=O)C1=C(N=NC(=C1C)Cl)OC1=C(C=C(C=C1)F)C 6-chloro-3-(4-fluoro-2-methylphenoxy)-5-methylpyridazine-4-carboxylic acid methyl ester